C(C(=O)OCC)(=O)OCCC(C=CC(CCCCC)C)C 3,6-dimethylundec-4-en-1-yl ethyl oxalate